COC1=C(C(=CC=C1)OC)N1C(=NN=C1C1=NC(=CC=C1)OCC)C(=O)NS(=O)(=O)CC1=NC=CC=N1 4-(2,6-Dimethoxyphenyl)-5-(6-ethoxypyridin-2-yl)-N-((pyrimidin-2-ylmethyl)sulfonyl)-4H-1,2,4-triazole-3-carboxamide